tert-butyl (3S)-3-[(7-hydroxy-1,8-naphthyridin-3-yl)(methyl)amino]pyrrolidine-1-carboxylate OC1=CC=C2C=C(C=NC2=N1)N([C@@H]1CN(CC1)C(=O)OC(C)(C)C)C